NC1=CC(=C(C=C1OC)N1CCC(CC1)CN1CCN(CC1)C=1C=CC(=NC1)C(=O)NC1C(NC(CC1)=O)=O)C=1C=NN(C1)C 5-(4-((1-(4-amino-5-methoxy-2-(1-methyl-1H-pyrazol-4-yl)phenyl)piperidin-4-yl)methyl)piperazin-1-yl)-N-(2,6-dioxopiperidin-3-yl)picolinamide